(S)-N'-((8-cyano-1,2,3,5,6,7-hexahydro-s-indacen-4-yl)carbamoyl)-2-(1-hydroxy-2-methylpropan-2-yl)thiazole-5-sulfonimidamide C(#N)C=1C=2CCCC2C(=C2CCCC12)NC(=O)N=[S@@](=O)(N)C1=CN=C(S1)C(CO)(C)C